(R)-1-(4-(4-amino-8-fluoro-6,7-dimethoxyquinazolin-2-yl)-3,6-dihydropyridin-1(2H)-yl)-3-(ethylamino)-3-(4-fluorophenyl)propan-1-one NC1=NC(=NC2=C(C(=C(C=C12)OC)OC)F)C=1CCN(CC1)C(C[C@H](C1=CC=C(C=C1)F)NCC)=O